C1(=CC=CC=C1)S(=O)(=O)O.NC1=NC=NN2C1=NC=C2C=2C=C(C=CC2C([2H])([2H])[2H])S(=O)(=O)NC21CCC(C2)(C1)C#N 3-(4-aminoimidazo[2,1-f][1,2,4]triazin-7-yl)-N-(4-cyanobicyclo[2.1.1]hexan-1-yl)-4-(methyl-d3)benzenesulfonamide benzenesulfonic acid salt